FC1=CC(=C2C=C(NC(C2=C1)=O)CCC(=O)N1C2CN(CC1CC2)C2=NC=C(C=C2)F)C 7-fluoro-3-(3-(3-(5-fluoropyridin-2-yl)-3,8-diazabicyclo[3.2.1]octan-8-yl)-3-oxopropyl)-5-methylisoquinolin-1(2H)-one